1-[(4S)-7,8-dichloro-6-(2,6-difluorophenyl)-4-methyl-4H-[1,2,4]triazolo[1,5-a][1,4]benzodiazepin-2-yl]azetidine-3-carbonitrile ClC1=C(C=CC2=C1C(=N[C@H](C=1N2N=C(N1)N1CC(C1)C#N)C)C1=C(C=CC=C1F)F)Cl